ClC1=C(C=CC=C1)C1=CC=C2C(=N1)N(C(=N2)C=2C(=NC=CC2)N)C2=CC=C(C=C2)CN2CCNCC2 3-(5-(2-chlorophenyl)-3-(4-(piperazin-1-ylmethyl)phenyl)-3H-imidazo[4,5-b]pyridin-2-yl)pyridin-2-amine